tert-butyl-(2-(2-iodophenoxy)ethoxy)dimethylsilane C(C)(C)(C)[Si](C)(C)OCCOC1=C(C=CC=C1)I